2-((1-Benzylpiperidin-4-yl)methyl)-4-morpholinylpyridazin-3(2H)-one hydrochloride Cl.C(C1=CC=CC=C1)N1CCC(CC1)CN1N=CC=C(C1=O)N1CCOCC1